methanedisulfonic acid disodium salt [Na+].[Na+].C(S(=O)(=O)[O-])S(=O)(=O)[O-]